NC=1N=C(C2=C(N1)C(=NN2CC2=C(C=C(C(=O)OC)C=C2)OC)C)O methyl 4-((5-amino-7-hydroxy-3-methyl-1H-pyrazolo[4,3-d]pyrimidin-1-yl)methyl)-3-methoxybenzoate